FC(C(C(C(S(=O)(=O)[O-])(F)F)(F)F)(F)F)(F)F.C(C1=CC=CC=C1)(=O)C(C1=CC=C(C=C1)[S+](C)C)(OC)OC [4-(benzoyldimethoxymethyl)phenyl]dimethylsulfonium nonafluorobutanesulfonate